C(C1=CC=CC=C1)N(CCCC(=O)OC)CC(=O)OCC methyl 4-(benzyl(2-ethoxy-2-oxoethyl)amino)butanoate